FC=1C=C(C=CC1)NC(=O)C1NC(CC1)=O N-(3-fluorophenyl)-5-oxopyrrolidine-2-carboxamide